C(C)(=O)NC=1C(NC(NC1)=S)=O 5-acetamido-2-thiouracil